4-((3-(4-(2-aminoethyl)phenyl)propyl)amino)-2-(2,6-dioxopiperidin-3-yl)isoindoline NCCC1=CC=C(C=C1)CCCNC1=C2CN(CC2=CC=C1)C1C(NC(CC1)=O)=O